C[C@H]1N(CCOC1)C1=NC(=NC(=C1)C1(CC1)[S@](=O)(=N)C)C1=C2C(=NC=C1)NC=C2 4-{4-[(3R)-3-Methylmorpholin-4-yl]-6-[1-((S)-S-methylsulfonimidoyl)cyclopropyl]pyrimidin-2-yl}-1H-pyrrolo[2,3-b]pyridine